C(C=C)OC1=C(C=C(C(=C1)Cl)Cl)F 1-(allyloxy)-4,5-dichloro-2-fluorobenzene